O(O)C(CCCCCCCCC=CC=CC=CC=CC(=O)O)CC 18-hydroperoxy-eicosatetraenoic acid